FC1(CCC(CC1)C1=NC=CC(=C1NC(C1=CN=C(C(=C1)F)F)=O)C1=NC=CC=C1)F N-(2'-(4,4-difluorocyclohexyl)-[2,4'-bipyridyl]-3'-yl)-5,6-difluoronicotinamide